ClC[C@@]1([C@](C(CC1)CC1=CC=C(C=C1)F)(O)CN1N=CN=C1)C (1S,2S,3S)-2-(chloromethyl)-5-(4-fluorobenzyl)-2-methyl-1-(1H-1,2,4-triazol-1-ylmethyl)cyclopentan-1-ol